COC1=CC=C(C(=N1)NC(OC(C)(C)C)=O)N1N=CC=N1 tert-butyl (6-methoxy-3-(2H-1,2,3-triazol-2-yl)pyridin-2-yl)carbamate